tert-butyl (1R,5S)-3-(7-chloro-8-fluoro-2-((1-(pyrrolidin-1-ylmethyl)cyclopropyl)methoxy) pyrido[4,3-d]pyrimidin-4-yl)-3,8-diazabicyclo[3.2.1]octane-8-carboxylate ClC1=C(C=2N=C(N=C(C2C=N1)N1C[C@H]2CC[C@@H](C1)N2C(=O)OC(C)(C)C)OCC2(CC2)CN2CCCC2)F